ClC1=C2C(C=3C(CN4C(CC5(CC5)[C@@H]4C3CN=C1)=O)C=1NC(=CN1)C1=CC=3N(C=C1)C=CN3)=CC(C=C2F)=O |o1:13| (R*)-7-chloro-8-fluoro-12-(5-(imidazo[1,2-a]pyridin-7-yl)-1H-imidazol-2-yl)-13,14-dihydro-2H-spiro[benzo[5,6]azocino[4,3-g]indolizine-3,1'-cyclopropane]-1,10(4H,12H)-dione